5-methoxy-2-methyl-[1,2,4]triazolo[1,5-a]pyrimidin-6-amine hydrochloride Cl.COC1=NC=2N(C=C1N)N=C(N2)C